BrC1=C(C=C2CC(CC2=C1)(F)F)C#N 6-bromo-2,2-difluoro-2,3-dihydro-1H-indene-5-carbonitrile